(S)-3-(3-Methoxyphenyl)-piperidine COC=1C=C(C=CC1)[C@H]1CNCCC1